methyl (E)-3-[2-(4-benzylsulfanyl-2-methyl-anilino)-4-(isopropylamino) pyrimidin-5-yl]prop-2-enoate C(C1=CC=CC=C1)SC1=CC(=C(NC2=NC=C(C(=N2)NC(C)C)/C=C/C(=O)OC)C=C1)C